tert-butyl (2-((6-amino-9-(3-((hydroxy(methoxy)phosphoryl)methyl)benzyl)-9H-purin-2-yl)oxy)propyl)carbamate NC1=C2N=CN(C2=NC(=N1)OC(CNC(OC(C)(C)C)=O)C)CC1=CC(=CC=C1)CP(=O)(OC)O